(benzyl-trimethyl-ammonium) bromide [Br-].C(C1=CC=CC=C1)[N+](C)(C)C